COC(=O)C1(CCN(CC1)CC(=O)OCC)C methyl-1-(2-ethoxy-2-oxoethyl)-4-methylpiperidine-4-carboxylate